ClC=1C(=C(C=CC1)C(CO)NC(OC(C)(C)C)=O)F tert-butyl 1-(3-chloro-2-fluorophenyl)-2-hydroxyethylcarbamate